(S)-6-methyl-4,5,6,7-tetrahydropyrazolo[1,5-a]pyrazine-3-carboxylic acid methyl ester trifluoroacetate FC(C(=O)O)(F)F.COC(=O)C=1C=NN2C1CN[C@H](C2)C